N1=CN=C2N=CNC2=C1N[C@@H]1[C@H]([C@@H]([C@H]([C@@H](O1)CO)NC(=O)[C@@H]1N(CCC1)C(CCCCCCCCCCC)=O)O)O (R)-N-((2R,3R,4R,5S,6S)-6-((7H-purin-6-yl)amino)-4,5-dihydroxy-2-(hydroxymethyl)tetrahydro-2H-pyran-3-yl)-1-dodecanoylpyrrolidine-2-carboxamide